C(CCCCCCCCCCCCCCCCC)N(C)CC stearylEthyl-methyl-amine